NCCCCCCOC1=C2C(N(C(C2=CC=C1)=O)C1C(NC(CC1)=O)=O)=O 4-((6-aminohexyl)oxy)-2-(2,6-dioxopiperidin-3-yl)isoindolin-1,3-dione